N-linoleoyl-sarcosine C(CCCCCCC\C=C/C\C=C/CCCCC)(=O)N(C)CC(=O)O